4-(tert-butyl)-N-(6-(1-methyl-1H-indazol-5-yl)-5-(2-trityl-2H-tetrazol-5-yl)pyrid-3-yl)piperidine-1-carboxamide C(C)(C)(C)C1CCN(CC1)C(=O)NC=1C=NC(=C(C1)C=1N=NN(N1)C(C1=CC=CC=C1)(C1=CC=CC=C1)C1=CC=CC=C1)C=1C=C2C=NN(C2=CC1)C